tert-butyl ((3R,6S)-6-((methylthio)methyl)tetrahydro-2H-pyran-3-yl)carbamate CSC[C@@H]1CC[C@H](CO1)NC(OC(C)(C)C)=O